C1=C2C(=CC=C1)N=C1C=CC3=C4C=CC=CC4=NC3=C12 trans-indolocarbazole